C(C)(C)N1N=CC(=C1C)C(=O)N(C1=CN=NC=C1)C 1-isopropyl-N,5-dimethyl-N-pyridazin-4-ylpyrazole-4-carboxamide